OC1=C2C3C(C(OC2=CC(=C1C(=O)NOC)CCCCC)(C)C)CCC(=C3)C 1-hydroxy-N-methoxy-6,6,9-trimethyl-3-pentyl-6a,7,8,10a-tetrahydro-6H-benzo[c]chromene-2-carboxamide